monofluorophosphoric acid (monofluorophosphate) P(=O)(O)(O)F.P(O)(O)(=O)F